7-(3,5-Dimethylpiperidin-4-yl)-2-(2,6-dioxopiperidin-3-yl)-4,5-difluoroisoindoline CC1CNCC(C1C=1C=C(C(=C2CN(CC12)C1C(NC(CC1)=O)=O)F)F)C